COCCN1CC2=C(CC1)C(=NN2)C(=O)N2CCC(CC2)C2=C(C=CC=C2)C(F)(F)F (6-(2-methoxyethyl)-4,5,6,7-tetrahydro-1H-pyrazolo[3,4-c]pyridin-3-yl)(4-(2-(trifluoromethyl)phenyl)piperidin-1-yl)methanone